C1(=CC=CC=C1)OCC(C)O propylene glycol phenyl ether